CC1=NNC=C1C1=CCCNC1 5-(3-methyl-1H-pyrazol-4-yl)-1,2,3,6-tetrahydropyridine